COC(=O)C1=NN(C(=C1)OCCOCCOC)C 5-[2-(2-methoxyethoxy)ethoxy]-1-methyl-1H-pyrazole-3-carboxylic acid methyl ester